FC1=CC=C(C=C2C(N(C(S2)=NN=C2C(NC3=CC=C(C=C23)Br)=O)C2=CC=C(C=C2)Cl)=O)C=C1 3-(2-(5-(4-fluorobenzylidene)-3-(4-chlorophenyl)-4-oxothiazolidine-2-ylidene)hydrazono)-5-bromoindol-2-one